C(#N)C1=C(OC=2C=C3C(NC=NC3=CC2)=O)C(=CC=C1NS(=O)(=O)N1CC(C1)OC)F 6-[2-cyano-6-fluoro-3-[(3-methoxyazetidin-1-yl)sulfonylamino]phenoxy]-4-oxo-quinazolin